C1(=CC=CC=C1)S(=O)(=O)OC(CO)O.[Na] sodium 1,2-dihydroxyethyl benzenesulfonate